FC=1C=C(C=CC1OC1=CC(=C(C=C1)O)C1=NC=NC=C1)N(C(=O)C1(CC1)C(=O)N)C1=CC=C(C=C1)F N-(3-fluoro-4-(4-hydroxy-3-(pyrimidin-4-yl)phenoxy)phenyl)-N-(4-Fluorophenyl)cyclopropane-1,1-dicarboxamide